benzo[d]oxazol-2(2H)-one O1C(NC2=C1C=CC=C2)=O